1,6-di(isoindolin-2-yl)hexane-1,6-dione C1N(CC2=CC=CC=C12)C(CCCCC(=O)N1CC2=CC=CC=C2C1)=O